C(C1=CC=CC=C1)OC1=CC(=C(OC2=C(C=CC(=C2)OC)NC(=O)C(C(=O)O)CCCCC)C=C1)OC 2-((2-(4-(benzyloxy)-2-methoxyphenoxy)-4-methoxyphenyl)carbamoyl)heptanoic acid